13-chloro-10-[2,6-difluoro-4-({2-[(oxan-4-yl)amino]ethyl}amino)phenyl]-8-ethyl-4-fluoro-6,8,10-triazatricyclo[9.4.0.02,7]pentadeca-1(11),2(7),3,5,12,14-hexaen-9-one ClC1=CC=2N(C(N(C=3N=CC(=CC3C2C=C1)F)CC)=O)C1=C(C=C(C=C1F)NCCNC1CCOCC1)F